The molecule is a prostaglandin Falpha obtained by formal oxidation of the 15-hydroxy group of prostaglandin F2alpha. It derives from a prostaglandin F2alpha. It is a conjugate acid of a 15-oxoprostaglandin F2alpha(1-). CCCCCC(=O)/C=C/[C@H]1[C@@H](C[C@@H]([C@@H]1C/C=C\\CCCC(=O)O)O)O